C(C(C(=CC)N)(N)N)(N)(N)N penta-enehexamine